(4b-hydroxy-7-isopropyl-10-oxo-4b,10-dihydro-9bH-indeno[1,2-b]benzofuran-9b-yl-amino)-4-oxobutanoic acid OC12OC3=C(C1(C(C1=CC=CC=C12)=O)NC(C(=O)O)CC=O)C=CC(=C3)C(C)C